[(3R)-4-(5-{5-[4-fluoro-3-(trifluoromethyl)phenyl]-7-[(3-methoxy-2,2-dimethylpropyl)(methyl)amino]-1H-imidazo[4,5-b]pyridin-2-yl}pyrazin-2-yl)-3-methylpiperazin-1-yl]acetic acid FC1=C(C=C(C=C1)C1=CC(=C2C(=N1)N=C(N2)C=2N=CC(=NC2)N2[C@@H](CN(CC2)CC(=O)O)C)N(C)CC(COC)(C)C)C(F)(F)F